C(C)C1(CC(C1)C(=O)N1CC2(C1)CCC(CC2)OC2=NC(=C(C=C2)C)C(F)(F)F)O ((1r,3s)-3-Ethyl-3-hydroxycyclobutyl)(7-((5-methyl-6-(trifluoromethyl)pyridin-2-yl)oxy)-2-azaspiro[3.5]nonan-2-yl)methanone